CC1=NN2C(=NC3=C(C2=N1)CC(N3)=O)C=3OC(=CC3)C 2-methyl-5-(5-methylfuran-2-yl)-7,9-dihydro-8H-pyrrolo[3,2-e][1,2,4]triazolo[1,5-c]pyrimidin-8-one